4-[4,4-dideuterio-3-[2,6-dichloro-4-(1-methylpyrazol-4-yl)benzoyl]-2H-1,3-benzoxazin-8-yl]-2-morpholine-4-yl-benzoic acid [2H]C1(N(COC2=C1C=CC=C2C2=CC(=C(C(=O)O)C=C2)N2CCOCC2)C(C2=C(C=C(C=C2Cl)C=2C=NN(C2)C)Cl)=O)[2H]